3-(2-(methylamino)ethyl)-1H-indol-4-ol CNCCC1=CNC=2C=CC=C(C12)O